CC(C[C@H]1C(C[C@H]2N(CCC3=CC(=C(C=C23)OC)OC)C1)=O)(C)C (3R,11bR)-3-(2,2-dimethylpropyl)-9,10-dimethoxy-1H,2H,3H,4H,6H,7H,11bH-pyrido[2,1-a]isoquinolin-2-one